C(C)(C)(C)OC(=O)C1=NC(=CC=C1C1=C(C(=CC=C1)S(N(C1C2CC3CC(CC1C3)C2)C)(=O)=O)C)N2CC3=C(C=CC=C3CC2)C(NC=2SC3=C(N2)C=CC=C3)=O 6-[8-(1,3-benzothiazol-2-ylcarbamoyl)-3,4-dihydroisoquinolin-2(1H)-yl]-3-(2-methyl-3-{methyl[tricyclo[3.3.1.13,7]dec-2-yl]sulfamoyl}phenyl)pyridine-2-carboxylic acid tert-butyl ester